C(C)C=1N(C(C=CC1)=O)C1=CC(=CC=C1)NC(=O)CC(OCC)OCC ethyl-1-[3-(2,2-diethoxyethylcarbonylamino)phenyl]-6-oxo-pyridine